ClC=1C=C(C(=NC1C)N1CCO[C@H](CC1)C(F)F)C(=O)NC1=CC(=NC=C1)S(N)(=O)=O 5-chloro-2-[(7R)-7-(difluoromethyl)-1,4-oxazepan-4-yl]-6-methyl-N-(2-sulfamoylpyridin-4-yl)pyridine-3-carboxamide